2-(4-fluorophenyl)-4-(2,2,2-trifluoroacetyl)oxazol-5(4H)-one FC1=CC=C(C=C1)C=1OC(C(N1)C(C(F)(F)F)=O)=O